N-(3-(2-(2,6-Dioxopiperidin-3-yl)-1-oxoisoindolin-4-yl)benzyl)-5-(8-(3-ethyl-6-methyl-5-oxo-4,5,6,7-tetrahydro-1H-pyrazolo[3,4-c]pyridin-1-yl)isoquinolin-3-yl)picolinamide O=C1NC(CCC1N1C(C2=CC=CC(=C2C1)C=1C=C(CNC(C2=NC=C(C=C2)C=2N=CC3=C(C=CC=C3C2)N2N=C(C3=C2CN(C(C3)=O)C)CC)=O)C=CC1)=O)=O